methyl N-[4-[6-[(2,4-dichlorophenyl)-methyl-carbamoyl]imidazo[1,2-a]pyridin-3-yl]phenyl]carbamate ClC1=C(C=CC(=C1)Cl)N(C(=O)C=1C=CC=2N(C1)C(=CN2)C2=CC=C(C=C2)NC(OC)=O)C